bis-{[4-(1,1-difluoro-2-guanidino-ethyl)-phenyl]-amide} trifluoroacetate FC(C(=O)[O-])(F)F.FC(CNC(=N)N)(F)C1=CC=C(C=C1)[NH-].FC(CNC(=N)N)(F)C1=CC=C(C=C1)[NH-]